6-(4-amino-4-methylpiperidin-1-yl)-3-(2,3-dichlorophenyl)-N-hydroxy-1H-pyrazolo[3,4-b]Pyrazine-5-carboxamide NC1(CCN(CC1)C1=C(N=C2C(=N1)NN=C2C2=C(C(=CC=C2)Cl)Cl)C(=O)NO)C